N'-(4-chlorophenyl)-2-(4-(1-(2-(4-methylphenyl)hydrazino)ethylidene)-3,5-dioxopyrrolidin-2-yl)acetohydrazide ClC1=CC=C(C=C1)NNC(CC1NC(C(C1=O)=C(C)NNC1=CC=C(C=C1)C)=O)=O